3-((6-chloro-1-cyclopropyl-2-methyl-1H-benzo[d]imidazol-5-yl)ethynyl)-1-((3S,5R)-5-(methoxymethyl)pyrrolidin-3-yl)-5-(methylamino)-1H-pyrazole-4-carboxamide ClC=1C(=CC2=C(N(C(=N2)C)C2CC2)C1)C#CC1=NN(C(=C1C(=O)N)NC)[C@@H]1CN[C@H](C1)COC